N-(1-(6,7-difluoro-1-oxo-1,2-dihydroisoquinolin-4-yl)ethyl)-N-methyl-1H-indazole-3-carboxamide FC=1C=C2C(=CNC(C2=CC1F)=O)C(C)N(C(=O)C1=NNC2=CC=CC=C12)C